C1(=CC=CC=C1)[C@@H]1CC[C@@H](N1)C(=O)O (2R,5S)-5-Phenyl-pyrrolidine-2-carboxylic acid